(3-phenyl-1H-inden-1-ylidene)diphenylphenoxyphosphine C1(=CC=CC=C1)C1=CC(C2=CC=CC=C12)=P(OC1=CC=CC=C1)(C1=CC=CC=C1)C1=CC=CC=C1